2-(methylthio)-4-(trifluoromethyl)benzonitrile CSC1=C(C#N)C=CC(=C1)C(F)(F)F